ethyl 4-(6-bromo-5-hydroxybenzo[b]thiophen-2-yl)-4-oxobutanoate BrC=1C(=CC2=C(SC(=C2)C(CCC(=O)OCC)=O)C1)O